C(C1=CC=CC=C1)OC1=C(C2=CC=CC=C2C=C1)CC1=C(C=CC2=CC=CC=C12)OCCN1CCCC1 1-{2-[(1-{[2-(benzyloxy)naphthalen-1-yl]methyl}naphthalen-2-yl)oxy]ethyl}pyrrolidine